cyclopropyl-cyclopropyl-piperidine tert-butyl-4-(4-bromo-2-fluoropyridine-3-carbonyl)piperidine-1-carboxylate C(C)(C)(C)OC(=O)N1CCC(CC1)C(=O)C=1C(=NC=CC1Br)F.C1(CC1)C1N(CCCC1)C1CC1